2-Methyl-5-(4-methylpiperazin-1-yl)-N-(1-(naphthalen-1-yl)cyclopropyl)benzamide CC1=C(C(=O)NC2(CC2)C2=CC=CC3=CC=CC=C23)C=C(C=C1)N1CCN(CC1)C